C[C@@H]1CN(C[C@@H](N1)C)C1=CC=CC(=N1)CNC=1C2=C(N=CC1)NC=C2C=2C=NC=CC2 N-((6-((3R,5S)-3,5-Dimethylpiperazin-1-yl)pyridin-2-yl)methyl)-3-(pyridin-3-yl)-1H-pyrrolo[2,3-b]pyridin-4-amine